CC1=CC=CC(=N1)NC(=O)C1NCCC1 N-(6-methylpyridin-2-yl)pyrrolidine-2-carboxamide